FC1=C(C(=O)N)C=C(C(=C1)NC1=NC=C2N(C(N(C2=N1)C12CC3C(C(CC(C1)C3)C2)=O)=O)C)C 2-fluoro-5-methyl-4-((7-methyl-8-oxo-9-(4-oxoadamantan-1-yl)-8,9-dihydro-7H-purin-2-yl)amino)benzamide